2-octyldodecyl myristate C(CCCCCCCCCCCCC)(=O)OCC(CCCCCCCCCC)CCCCCCCC